ClC=1C=C2C(C3(C=NC4=C(O3)C=CC3=CC=CC=C34)N(C2=CC1)CCO)(C)C 2-(5-chloro-3,3-dimethylspiro[indoline-2,3'-naphtho[2,1-b][1,4]oxazine]-1-yl)ethanol